ClC1=C(C(=O)NN)C=CC(=C1OCC1=CC=C(C=C1)OC)OCC1=CC=C(C=C1)OC 2-chloro-3,4-bis((4-methoxybenzyl)oxy)benzoyl-hydrazine